N1C=NC2=C1C=CC=C2 1H-Benzo[d]Imidazol